NCC=1C2=C(C(NN1)=O)C(=NC(=C2)C=2C=NN(C2C=2C(=C1CN(C(C1=CC2F)=O)C2CC2)C#N)C)OC(NC([2H])([2H])[2H])=O (1-(Aminomethyl)-7-(5-(4-cyano-2-cyclopropyl-6-fluoro-1-oxoisoindol-5-yl)-1-methyl-1H-Pyrazol-4-yl)-4-oxo-3,4-dihydropyrido[3,4-d]pyridazin-5-yl)(methyl-d3)carbamate